C(C)(C)(C)OC(=O)N1C[C@@H](CC1)OCCCCCC=1C=CC2=C(NCCN2C)N1.OC(COC1=CC=C(C=C1)C(C)(C)C1=CC=C(C=C1)OCC(COC(C(=C)C)=O)O)COC(C(=C)C)=O 2,2-bis[4-(2-hydroxy-3-methacryloyloxypropoxy)phenyl]propane (R)-tert-butyl-3-((5-(1-methyl-1,2,3,4-tetrahydropyrido[2,3-b]pyrazin-6-yl)pentyl)oxy)pyrrolidine-1-carboxylate